CC1=CC=C(S1)C1C2(C3=CC=CC=C3C1)CCC1(CC2)OCCO1 2''-(5-methylthiophen-2-yl)-2'',3''-dihydrodispiro[[1,3]dioxolane-2,1'-cyclohexane-4',1''-indene]